3-methoxy-8,8,9,9-tetramethyl-2-oxa-7-thia-3,8-disilecane CO[SiH]1OCCC([Si](SCCC1)(C)C)(C)C